NITROMALONALDEHYDE SODIUM SALT HYDRATE O.[Na].[N+](=O)([O-])C(C=O)C=O